6-amino-2,3-dihydro-1H-xanthene-4-formaldehyde NC=1C=C2OC3=C(CCCC3=CC2=CC1)C=O